rac-N,N-dibenzyl-1-(4-methyl-7,10-dioxadispiro[2.2.46.23]dodecan-4-yl)methanamine C(C1=CC=CC=C1)N(C[C@]1(C2(CC2)CCC2(C1)OCCO2)C)CC2=CC=CC=C2 |r|